ClC1=NC(=NC(=C1)C(F)(F)F)OCC#C 4-chloro-2-(prop-2-yn-1-yloxy)-6-(trifluoromethyl)pyrimidine